COC(=O)C=1C=C(C=C(C1)N1N=NC(=C1)C1=CC=C(C=C1)C(F)(F)F)C1=CC=C(C=C1)N1CCN(CC1)C(=O)OC(C)(C)C tert-Butyl 4-(3'-(methoxycarbonyl)-5'-(4-(4-(trifluoromethyl)phenyl)-1H-1,2,3-triazol-1-yl)-[1,1'-biphenyl]-4-yl)piperazine-1-carboxylate